CC1(CC1)C(=O)NCC=1NC2=CC(=C(C=C2C1)OC(F)(F)F)OCC=1N=COC1 1-methyl-N-((6-(oxazol-4-ylmethoxy)-5-(trifluoromethoxy)-1H-indol-2-yl)methyl)cyclopropane-1-carboxamide